OCCOC(=O)C1=CC2=C(NC(=N2)CCP(O)=O)C=C1.C(C)N1CN(C=C1)C 1-ethyl-3-methylimidazole 2-(5-hydroxyethoxycarbonyl-1H-benzimidazol-2-yl)ethylphosphinate